CC1=NC=C(C=C1C)C 2,3,5-trimethylpyridine